(R) and (S)-2-((6-fluoro-2-methylpyridin-3-yl)oxy)-N,4-dimethyl-N-(3-(S-methylamino-sulfanyl)phenyl)-5-(trifluoromethyl)nicotinamide FC1=CC=C(C(=N1)C)OC1=C(C(=O)N(C2=CC(=CC=C2)SNC)C)C(=C(C=N1)C(F)(F)F)C